(2r,5r)-4-benzyl-5-(hydroxymethyl)-2-methylpiperazine-1-carboxylic acid tert-butyl ester C(C)(C)(C)OC(=O)N1[C@@H](CN([C@H](C1)CO)CC1=CC=CC=C1)C